(4R)-N-((1H-indol-2-yl)methyl)-3,4-dimethyl-2-oxo-1-((1,3,4-trimethyl-1H-pyrazol-5-yl)methyl)-1,2,3,4-tetrahydroquinoline-7-carboxamide N1C(=CC2=CC=CC=C12)CNC(=O)C1=CC=C2[C@@H](C(C(N(C2=C1)CC1=C(C(=NN1C)C)C)=O)C)C